COC1=CC=C(CNC=2C=3N(C4=CC(=CC=C4N2)C(=O)O)C(=CC3)C)C=C1 4-((4-methoxybenzyl)amino)-1-methylpyrrolo[1,2-a]quinoxaline-8-carboxylic acid